ClC1=CC(=CC(=N1)N1CCN(CC1)S(=O)(=O)C1=CC=C(C=C1)N1C(CC(C1)NCCO)=O)C(F)(F)F 1-[4-[4-[6-Chloro-4-(trifluoromethyl)-2-pyridinyl]piperazin-1-yl]sulfonylphenyl]-4-(2-hydroxyethylamino)pyrrolidin-2-one